N1=CN=C(C=C1)C1=NC2=CN=CC=C2C(=C1)N1CCC2(CCNC2)CC1 8-(2-(pyrimidin-4-yl)-1,7-naphthyridin-4-yl)-2,8-diazaspiro[4.5]decane